6-cyano-3-(4-fluoro-2-methyl-phenoxy)-5-methyl-N-(3-methylsulfonylphenyl)pyridazine-4-carboxamide ethyl-(S)-2-chloropropionate C(C)OC([C@H](C)Cl)=O.C(#N)C1=C(C(=C(N=N1)OC1=C(C=C(C=C1)F)C)C(=O)NC1=CC(=CC=C1)S(=O)(=O)C)C